4-methyl-N-((1-methyl-1H-pyrazol-4-yl)methyl)-3-((3-methylphenyl)sulfonylamino)benzamide CC1=C(C=C(C(=O)NCC=2C=NN(C2)C)C=C1)NS(=O)(=O)C1=CC(=CC=C1)C